COC=1C=NC=2C=CC(=C(C2N1)C#N)NC=1C=NC(=CC1)NCC1=CC=C(C=C1)C(F)(F)F 3-methoxy-6-((6-((4-(trifluoromethyl)benzyl)amino)pyridin-3-yl)amino)quinoxaline-5-carbonitrile